1-(5-(4,4-dimethylpiperidin-1-yl)-9-methyltetrazolo[1,5-c]quinazolin-7-yl)ethan-1-ol CC1(CCN(CC1)C1=NC=2C(=CC(=CC2C=2N1N=NN2)C)C(C)O)C